(S)-quinuclidin-3-yl (7-(4-(2-methoxyethoxy)phenyl)-2,2-dimethyl-1,2,3,4-tetrahydronaphthalen-1-yl)carbamate COCCOC1=CC=C(C=C1)C1=CC=C2CCC(C(C2=C1)NC(O[C@@H]1CN2CCC1CC2)=O)(C)C